ClC=1C=CC=2N=CN=C(C2N1)NC=1C(=NC=C(C1)C#C)F 6-chloro-N-(5-ethynyl-2-fluoropyridin-3-yl)pyrido[3,2-d]pyrimidin-4-amine